ClC=1C=CC(=NC1)C1=NN=C(O1)C1=NN(C(C=C1)=O)CC(=O)NCC 2-(3-(5-(5-chloropyridin-2-yl)-1,3,4-oxadiazol-2-yl)-6-oxopyridazin-1(6H)-yl)-N-ethylacetamide